1-(3-(trifluoromethyl)phenyl)ethan-1-ol Ethyl-N-(2-(3-(4-amino-3-chlorobenzamido)-2-oxopyridin-1(2H)-yl)-3-methylbutanamido)-N-(2-fluoroacetyl)glycinate C(C)C(N(C(CF)=O)NC(C(C(C)C)N1C(C(=CC=C1)NC(C1=CC(=C(C=C1)N)Cl)=O)=O)=O)C(=O)OC(C)C1=CC(=CC=C1)C(F)(F)F